C(C)OC(=O)C=1OC2=C(C1C)C=C(C=C2)S(N(CCC2=CC=CC=C2)CC2=CC=C(C=C2)C(C)=O)(=O)=O 3-Methyl-5-(N-(4-acetylbenzyl)-N-phenethylsulfamoyl)benzofuran-2-carboxylic acid ethyl ester